(R/S)-(E)-3-(4-fluorophenylvinyl)-1-(tetrahydro-2H-pyran-2-yl)-1H-pyrazole-4-carbaldehyde FC1=CC=C(C=C1)/C=C/C1=NN(C=C1C=O)[C@@H]1OCCCC1 |r|